tert-Butyl 2-(6-(3,4-dichlorophenylamino)-9H-carbazol-3-ylamino)ethylcarbamate ClC=1C=C(C=CC1Cl)NC=1C=C2C=3C=C(C=CC3NC2=CC1)NCCNC(OC(C)(C)C)=O